O=C1C(=C(C1=O)NC1=C(C(=NC=C1)C(=O)N(C)C)O)N[C@H]1C(CCC2=C1N=C(S2)C)(C)C (S)-4-((3,4-dioxo-2-((2,5,5-trimethyl-4,5,6,7-tetrahydrobenzo[d]thiazol-4-yl)amino)cyclobut-1-en-1-yl)amino)-3-hydroxy-N,N-dimethylpicolinamide